C[C@@]1(C([C@H](CC1)C(=O)O)(C)C)C(=O)O |o1:1,3| rel-(1R,3S)-1,2,2-trimethylcyclopentane-1,3-dicarboxylic acid